7-(((R)-1,4-dioxan-2-yl)methyl)-2-(2-methylpyrimidin-4-yl)-1,5,6,7-tetrahydro-4H-pyrrolo[3,2-c]pyridin-4-one O1[C@@H](COCC1)CC1C2=C(C(NC1)=O)C=C(N2)C2=NC(=NC=C2)C